(1s,3s)-3-amino-1-(trifluoromethyl)cyclobutane-1-ol hydrochloride Cl.NC1CC(C1)(O)C(F)(F)F